BrC1=CC=C(C=C1)C=1N=C(SC1)NN (4-bromophenyl)-2-hydrazinothiazole